C(C1=CC=CC=C1)(=O)NC1=CC(=NN1C)C1=CC=C(C=C1)NC(=O)N1CCOCC1 N-(4-(5-benzamido-1-methyl-1H-pyrazol-3-yl)phenyl)morpholine-4-carboxamide